FC=1C(=C(C=CC1F)[C@H]1[C@@H](S[C@](C1)(C(F)(F)F)C)C(=O)NC1=CC2=C(B(NN=C2)O)C=C1)OC (2R,3S,5R)-3-(3,4-difluoro-2-methoxyphenyl)-N-(1-hydroxy-1,2-dihydrobenzo[d][1,2,3]diazaborin-6-yl)-5-methyl-5-(trifluoromethyl)tetrahydrothiophene-2-carboxamide